O=C1NC(CCC1N1CC2=CC=C(C=C2C1)N1CC(C1)CN1CCNCC1)=O 2-(2,6-dioxopiperidin-3-yl)-5-(3-(piperazin-1-ylmethyl)azetidin-1-yl)isoindoline